CC1=NN(C(=C1)C)C(=O)[O-] 3,5-dimethylpyrazole-1-carboxylate